BrCCC(=O)C1=CC(=CC=C1)OC 3-bromo-1-(3-methoxyphenyl)propan-1-one